10-methoxy-N-[5-(pyridin-3-yl)pyridin-2-yl]-7-thia-2,5-diazatricyclo[6.4.0.02,6]dodeca-1(12),3,5,8,10-pentaene-4-carboxamide COC=1C=C2SC3=NC(=CN3C2=CC1)C(=O)NC1=NC=C(C=C1)C=1C=NC=CC1